FC(OC1=CC=C(CN2N=C3C=CC(=CC3=C2)C(=O)O)C=C1)F 2-(4-difluoromethoxybenzyl)-2H-indazole-5-carboxylic acid